3,5-dimethylhexyl acetate C(C)(=O)OCCC(CC(C)C)C